amino-(9H-fluoren-9-yl) methyl-formate CC(=O)OC1C2=CC=CC=C2C=2C=CC=C(C12)N